O(C1=CC=CC=C1)NC(C=CC)=O N-phenoxy-but-2-enamide